N-(2-Chloro-3-{(4S)-2-imino-4-methyl-1-[(2R*,4R*)-2-methyl-tetrahydropyran-4-yl]-6-oxo-hexahydropyrimidin-4-yl}phenyl)-[1,2,4]triazolo[4,3-a]pyridine-3-carboxamide hydrochloride Cl.ClC1=C(C=CC=C1[C@]1(NC(N(C(C1)=O)[C@H]1C[C@H](OCC1)C)=N)C)NC(=O)C1=NN=C2N1C=CC=C2 |o1:15,17|